CC(CCC(=O)N1CCN(CC1)CCCC=1C=NC=CC1)(C)SSC 3-[4-(4-methyl-4-methyldisulfanyl-pentanoyl)-piperazin-1-yl-propyl]-pyridin